C1(=CC=CC2=NC3=CC=CC=C3N=C12)C(=O)O phenazine-1-carboxic acid